(trans)-2-[[2-[4-bromo-3-chloro-5-(hydroxymethyl)anilino]-5-fluoro-pyrimidin-4-yl]amino]cyclohexanecarbonitrile BrC1=C(C=C(NC2=NC=C(C(=N2)N[C@H]2[C@@H](CCCC2)C#N)F)C=C1CO)Cl